N-[3-[5-chloro-2-(difluoromethoxy)phenyl]-1-(prop-2-yn-1-yl)-1H-pyrazol-4-yl]Pyrazolo[1,5-a]Pyrimidine-3-carboxamide ClC=1C=CC(=C(C1)C1=NN(C=C1NC(=O)C=1C=NN2C1N=CC=C2)CC#C)OC(F)F